C12CN(CC2CC1)C(=O)[O-] 3-azabicyclo[3.2.0]Heptane-3-carboxylate